(2-methyl-4-(naphthalen-1-yl)quinolin-6-yl)(morpholino)methanone CC1=NC2=CC=C(C=C2C(=C1)C1=CC=CC2=CC=CC=C12)C(=O)N1CCOCC1